C1(=CC=C(C=C1)CNC(=O)C=1C(=CC(=NC1)N1N=CC(=C1)C(=O)OCC)O)C1=CC=CC=C1 Ethyl 1-(5-(([1,1'-biphenyl]-4-ylmethyl)carbamoyl)-4-hydroxypyridin-2-yl)-1H-pyrazole-4-carboxylate